ClC=1C=C(C=CC1CCOCCNC)NC(=O)NCC=1C=C2CN(C(C2=CC1)=O)C1C(NC(CC1)=O)=O 1-(3-chloro-4-(2-(2-(methylamino)ethoxy)ethyl)phenyl)-3-((2-(2,6-dioxopiperidin-3-yl)-1-oxoisoindolin-5-yl)methyl)urea